C(C)(C)(C)OC(=O)NCC1=CC(=C(C=C1)NC(=O)C1=CC2=C(OCCC3=C2SC=C3)C=C1C=1C(=NC(=CC1)C(NCCC)=O)C(=O)OC)F methyl 3-(9-((4-(((tert-butoxycarbonyl)amino)methyl)-2-fluorophenyl)carbamoyl)-4,5-dihydrobenzo[b]thieno[2,3-d]oxepin-8-yl)-6-(propylcarbamoyl)picolinate